C1(CC1)C=1C=C(C=CC1)C1=NC(=NC=C1F)N[C@@H]1CC[C@H](CC1)C(=O)NC1CCN(CC1)C1CCN(CC1)C1=C(C=C(C=C1)NC1C(NC(CC1)=O)=O)F trans-4-((4-(3-cyclopropylphenyl)-5-fluoropyrimidin-2-yl)amino)-N-(1'-(4-((2,6-dioxopiperidin-3-yl)amino)-2-fluorophenyl)-[1,4'-bipiperidin]-4-yl)cyclohexane-1-carboxamide